2-(3,4-epoxycyclohexyl)ethyl-1,1,3,3-tetramethyldisiloxane C1(CC2C(CC1)O2)CC[Si](O[SiH](C)C)(C)C